ClC=1C(=CC=C2N=CC(=NC12)C=1C=NN(C1)C1CN(C1)C1=CC=CC(=N1)N(C)C)OC1=CC2=C(N=C(N2)C)C=C1 6-[3-[4-[8-chloro-7-[(2-methyl-3H-benzimidazol-5-yl)oxy]quinoxalin-2-yl]pyrazol-1-yl]azetidin-1-yl]-N,N-dimethyl-pyridin-2-amine